ClC=1N(C=C(N1)C(F)(F)F)C([2H])([2H])[2H] 2-chloro-1-(trideuteriomethyl)-4-(trifluoromethyl)imidazole